N(C(=O)C)C1CCC(CC1)CN1CCN(CC1)C=1SC2=C(C(C1)=O)C=C(C=C2[N+](=O)[O-])C(F)(F)F (4-(4-acetaminocyclohexylmethyl)piperazin-1-yl)-6-(trifluoromethyl)-8-nitro-benzothiopyran-4-one